methyl(4-(prop-2-yn-1-ylamino)benzo[d]thiazol-7-yl)phosphine oxide CP(C1=CC=C(C=2N=CSC21)NCC#C)=O